FC(C1=NC=CC(N1)=O)(F)F 2-(Trifluoromethyl)pyrimidin-4(3H)-one